N-(4-acetyl-2-tolyl)acetamide 3-(bis(2-hydroxydodecyl)amino)propyl-((3-(bis(2-hydroxydodecyl)amino)propoxy)carbonyl)-L-phenylalaninate OC(CN(CCCN([C@@H](CC1=CC=CC=C1)C(=O)O)C(=O)OCCCN(CC(CCCCCCCCCC)O)CC(CCCCCCCCCC)O)CC(CCCCCCCCCC)O)CCCCCCCCCC.C(C)(=O)C1=CC(=C(C=C1)C)NC(C)=O